(R)-N-(6-chloropyridin-3-yl)-6-((tetrahydrofuran-3-yl)oxy)isoquinolin-1-amine ClC1=CC=C(C=N1)NC1=NC=CC2=CC(=CC=C12)O[C@H]1COCC1